N2-((S)-2-amino-3-(3-(2-cyclohexylethyl)-2,3-dihydro-1H-imidazol-4-yl)propionyl)-N6-octanoyl-L-lysyl-L-phenylalanyl-L-tyrosine N[C@H](C(=O)N[C@@H](CCCCNC(CCCCCCC)=O)C(=O)N[C@@H](CC1=CC=CC=C1)C(=O)N[C@@H](CC1=CC=C(C=C1)O)C(=O)O)CC=1N(CNC1)CCC1CCCCC1